(S)-3-(2-benzyl-3-chloro-6-oxo-2,6-dihydropyrrolo[3,4-c]pyrazol-5(4H)-yl)-8-(3-hydroxy-3-methylbut-1-yn-1-yl)-5-methyl-2,3-dihydrobenzo[b][1,4]oxazepin-4(5H)-one C(C1=CC=CC=C1)N1N=C2C(=C1Cl)CN(C2=O)[C@@H]2C(N(C1=C(OC2)C=C(C=C1)C#CC(C)(C)O)C)=O